5-(5-chloro-2-(3-methoxy-4-methylphenylamino)pyrimidin-4-ylamino)benzo[d]oxazol-2(3H)-one trifluoroacetate salt FC(C(=O)O)(F)F.ClC=1C(=NC(=NC1)NC1=CC(=C(C=C1)C)OC)NC=1C=CC2=C(NC(O2)=O)C1